N1CC(N2C1=CC=CC2)C(=O)[O-] 1,2,3,5-tetrahydroimidazo[1,2-a]pyridine-3-carboxylate